Cl[C@@H]1C[C@H]2[C@H](CCC3=C(O2)C(=C(C=C3)C(=O)OCC)F)[C@H]1CO Ethyl (1S,2R,3aS,10aR)-2-chloro-5-fluoro-1-(hydroxymethyl)-2,3,3a,9,10,10a-hexahydro-1H-benzo[b]cyclopenta[f]oxepin-6-carboxylate